C1(CC1)S(=O)(=O)C1=C(C=C(C=C1)B1OC(C(O1)(C)C)(C)C)Cl 2-(4-(cyclopropyl-sulfonyl)-3-chlorophenyl)-4,4,5,5-tetramethyl-1,3,2-dioxaborolane